N1(N=CN=C1)CC1=CC=C(C(=N)N)C=C1 4-((1H-1,2,4-triazol-1-yl)methyl)-benzamidine